NC1=C2C(=NC=N1)N(N=C2C2=CC(=C(C=C2)NC(=O)NC=2SC=C(N2)C(C)(C)C)F)C2CC2 1-(4-(4-amino-1-cyclopropyl-1H-pyrazolo[3,4-d]pyrimidin-3-yl)-2-fluorophenyl)-3-(4-(tert-butyl)thiazol-2-yl)urea